ClC(O[P])Cl dichloromethoxyphosphorus